3-[3-[(10-hydroxy-1-adamantyl)amino]propionyl]-3-azabicyclo[2.2.1]heptane-2-carbonitrile OC1C2CC3(CC1CC(C2)C3)NCCC(=O)N3C(C2CCC3C2)C#N